10,10'-oxo-bis-phenoxarsine O([As]1C2=CC=CC=C2OC=2C=CC=CC12)[As]1C2=CC=CC=C2OC=2C=CC=CC12